COC(CC(C)C=1C(=NC=NC1O)O)=O 3-(4,6-dihydroxypyrimidin-5-yl)butanoic acid methyl ester